F[C@H]1C[C@H](N(C1)C(CN1CCC(CC1)OC1=CC(=NC2=CC=C(C=C12)OC)C)=O)C#N (2S,4S)-4-fluoro-1-[2-[4-[(6-methoxy-2-methyl-4-quinolyl)oxy]-1-piperidyl]acetyl]pyrrolidine-2-carbonitrile